FC=1C=C(C=CC1Br)SC (3-fluoro-4-bromophenyl)(methyl)sulfane